FC1=C(C=C(C(=C1O)F)C(F)(F)F)C=1OC2=C(N1)C=C(C=C2)C(=O)OC Methyl 2-(2,4-difluoro-3-hydroxy-5-(trifluoromethyl)phenyl)benzo[d]oxazole-5-carboxylate